3-(3-(Dimethylcarbamoyl)phenoxy)-4-nitrobenzoic acid methyl ester COC(C1=CC(=C(C=C1)[N+](=O)[O-])OC1=CC(=CC=C1)C(N(C)C)=O)=O